C1(CCCC1)NC1=CC=C(C=C1)[C@@H]1N(CCC[C@@H]1C(=O)NC1=CC(=C(C=C1)C)C(F)(F)F)C(C1=C(C=CC=C1C)F)=O (2r,3s)-2-(4-(cyclopentylamino)phenyl)-1-(2-fluoro-6-methylbenzoyl)-N-(4-methyl-3-(trifluoromethyl)phenyl)piperidine-3-carboxamide